O1COC2=C1C=CC(=C2)CC(C)NC(C)C 1-(1,3-benzodioxol-5-yl)-N-propan-2-ylpropan-2-amine